3-(2-Bromothiazol-5-yl)-3-hydroxy-1-methylpyrrolidin-2-one BrC=1SC(=CN1)C1(C(N(CC1)C)=O)O